C(#N)[C@H](CC1=CC=C(C=C1)C=1C=CC2=C(N(C(O2)=O)C)C1)NC(=O)CC(C)(C)NC(OC(C)(C)C)=O tert-butyl N-(1-{[(1S)-1-cyano-2-[4-(3-methyl-2-oxo-2,3-dihydro-1,3-benzoxazol-5-yl)phenyl]ethyl]carbamoyl}-2-methylpropan-2-yl)carbamate